C1=CC=C2C(=CC3=CC=CC4=CC=C1C2=C34)C(SC3=CC=C(C=C3)C(C)C)=O S-(4-isopropylphenyl) pyrene-4-carbothioate